The molecule is a tetrahydroxyanthraquinone that is that is 1,3,4,6-tetrahydroxy-9,10-anthraquinone substituted by a methyl group at position 8, a carboxy group at position 7 and a 1,5-anhydro-D-glucitol moiety at position 2 via a C-glycosidic linkage. It is a natural dye isolated from several insects such as Dactylopius coccus. It has a role as an animal metabolite and a histological dye. It is a tetrahydroxyanthraquinone, a monocarboxylic acid and a C-glycosyl compound. It is a conjugate acid of a carminate(2-). CC1=C2C(=CC(=C1C(=O)O)O)C(=O)C3=C(C2=O)C(=C(C(=C3O)O)[C@H]4[C@@H]([C@H]([C@@H]([C@H](O4)CO)O)O)O)O